5-(methoxymethyl)piperazin COCC1NCCNC1